1-(3-pyridoyl)-1-butanol N1=CC(=CC=C1)C(=O)C(CCC)O